5,5'-Bis(2-propenyl)-2,2'-biphenyldiol C(C=C)C1=CC=C(C(=C1)C=1C(=CC=C(C1)CC=C)O)O